FC1=C(C=CC(=C1)F)C1=CC(=CC(=C1)C(NCC1=CC=C(C=C1)C)=O)/C=C/C(=O)OC Methyl (E)-3-(2',4'-difluoro-5-((4-methylbenzyl)carbamoyl)-[1,1'-biphenyl]-3-yl)acrylate